N-p-toluenesulfonyl-N'-(3-p-methylbenzoyl-oxyphenyl)urea CC1=CC=C(C=C1)S(=O)(=O)NC(=O)NC1=CC(=CC=C1)OC(C1=CC=C(C=C1)C)=O